BrC=1SC(=CN1)C(=O)NC1=C2C=NN(C2=CC=C1C)C1OCCCC1 2-Bromo-N-(5-methyl-1-(tetrahydro-2H-pyran-2-yl)-1H-indazol-4-yl)thiazole-5-carboxamide